Trans-N-[3-[[5-[[3-(3-bromo-4,5-dichlorophenyl)-2,2-dichloropropanecarbonyl]amino]-2-chlorobenzoyl]amino]-2,6-difluorophenyl]-N-t-butoxycarbonyl-carbamic acid tert-butyl ester C(C)(C)(C)OC(N(C(=O)OC(C)(C)C)C1=C(C(=CC=C1F)NC(C1=C(C=CC(=C1)NC(=O)CC(CC1=CC(=C(C(=C1)Cl)Cl)Br)(Cl)Cl)Cl)=O)F)=O